NC1=C(C2=C(N=C(N=C2C=2C(=NN(C2)C)C#N)C)N1C1=C(C(=CC=C1C)OC)C)C(=O)OC methyl 6-amino-4-(3-cyano-1-methyl-1H-pyrazol-4-yl)-7-(3-methoxy-2,6-dimethylphenyl)-2-methyl-7H-pyrrolo[2,3-d]pyrimidine-5-carboxylate